OC1=CC(=C(OC2=CC=C(C=C2)C=CC(=O)C2=C(C=C(C=C2)OC)O)C=C1C(C=CC1=CC=C(C=C1)O)=O)OC 3-[4-[4-Hydroxy-5-[3-(4-hydroxyphenyl)prop-2-enoyl]-2-methoxyphenoxy]phenyl]-1-(2-hydroxy-4-methoxyphenyl)prop-2-en-1-one